ClC=1C=C2C(=C(C=NC2=CC1)S(=O)(=O)N1CCOCC1)NC1=C(C(=O)OC)C=C(C=C1)C(C(F)(F)F)O methyl 2-[(6-chloro-3-morpholinosulfonyl-4-quinolyl)amino]-5-(2,2,2-trifluoro-1-hydroxy-ethyl)benzoate